tert-butyl 1-(5-((tert-butoxycarbonyl)amino)pentyl)-6-chloro-3-(3-((6-fluoronaphthalen-1-yl)oxy)propyl)-7-(1,3,5-trimethyl-1H-pyrazol-4-yl)-1H-indole-2-carboxylate C(C)(C)(C)OC(=O)NCCCCCN1C(=C(C2=CC=C(C(=C12)C=1C(=NN(C1C)C)C)Cl)CCCOC1=CC=CC2=CC(=CC=C12)F)C(=O)OC(C)(C)C